C(C)OC(=O)C=1C(C=C2N([C@@H](CC3=CC(=C(C=C23)OC)O)C(C)C)C1)=O (S)-9-hydroxy-6-isopropyl-10-methoxy-2-oxo-6,7-dihydro-2H-pyrido[2,1-a]Isoquinoline-3-carboxylic acid ethyl ester